P(=O)(O)(O)O.FC=1C=C(C=CC1C=1C=NC(=CC1)C=1N=NN(N1)C1CC1)N1C(O[C@@H](C1)C(CF)O)=O (S)-3-(3-fluoro-4-(6-(2-cyclopropyl-2H-tetrazol-5-yl)pyridin-3-yl)phenyl)-5-(1-hydroxy-2-fluoroethyl)oxazolidin-2-one phosphate